1-(2-(1H-indol-3-yl)-6-methylnicotinyl)-4-o-chlorophenyl-semicarbazide N1C=C(C2=CC=CC=C12)C1=C(CNNC(=O)NC2=C(C=CC=C2)Cl)C=CC(=N1)C